4,4'-ethylenediphenyl dicyanate C(CC1=CC=C(C=C1)OC#N)C1=CC=C(C=C1)OC#N